C1=CC=CC=2C3=CC=CC=C3C(C12)COC(=O)N[C@H](C(=O)ON1C(CCC1=O)=O)C(C)C (2,5-dioxopyrrolidin-1-yl) (2S)-2-(9H-fluoren-9-ylmethoxycarbonylamino)-3-methyl-butanoate